(R)-1-(3-fluoro-2'-hydroxy-5'-methyl-3'-(5-(3-methylpiperazin-1-yl)pyridin-3-yl)-[1,1'-biphenyl]-4-yl)-3-methyl-1H-imidazol-2(3H)-one FC=1C=C(C=CC1N1C(N(C=C1)C)=O)C1=C(C(=CC(=C1)C)C=1C=NC=C(C1)N1C[C@H](NCC1)C)O